C(=CC)N1CC(CCC1)C=1N=C(N2C(=NC=CC21)N)C2=NC=C(C(=O)NC1=NC=CC(=C1)C(F)(F)F)C=C2 6-(1-(1-propenylpiperidin-3-yl)-5-aminoimidazo[1,5-c]pyrimidin-3-yl)-N-(4-(trifluoromethyl)pyridin-2-yl)nicotinamide